methyl 4-amino-1-(tetrahydro-2H-pyran-2-yl)-1H-pyrazole-5-carboxylate NC=1C=NN(C1C(=O)OC)C1OCCCC1